Cl.C(C)N(CCO)CC 2-diethylaminoethanol hydrogen chloride